[Cl-].C(C=C)(=O)OCC[N+](CC)(CC)CC 2-acryloxyethyl-triethyl-ammonium chloride